C(CO)Cl ethylenchlorohydrin